COC=1C(=NC(=C(C1)CCC)OC)CCN 2-(3,6-dimethoxy-5-propylpyridin-2-yl)ethan-1-amine